N-(2,5-difluorobenzyl)-2-(5-(5-(4,4,5,5-tetramethyl-1,3,2-dioxaborolan-2-yl)-1-(tritylamino)pentyl)-1H-tetrazol-1-yl)acetamide FC1=C(CNC(CN2N=NN=C2C(CCCCB2OC(C(O2)(C)C)(C)C)NC(C2=CC=CC=C2)(C2=CC=CC=C2)C2=CC=CC=C2)=O)C=C(C=C1)F